FC1=C(C=C2C=C(N=CC2=C1)NC(OC1CC2(C1)CNCC2)=O)C2=C(C1=C(OCCN1)N=C2)C (2s,4r)-6-Azaspiro[3.4]octan-2-yl (7-fluoro-6-(8-methyl-2,3-dihydro-1H-pyrido[2,3-b][1,4]oxazin-7-yl)isoquinolin-3-yl)carbamate